N-[3-[(2,3-dihydroxypropyl)(3-isotridecyloxypropyl)amino]propyl]lauramide OC(CN(CCCNC(CCCCCCCCCCC)=O)CCCOCCCCCCCCCCC(C)C)CO